1-Fluoropropene FC=CC